ClC1=NC(=C2C(=N1)N(N=C2)C2CCOCC2)NC2=NNC(=C2)C 6-chloro-N-(5-methyl-1H-pyrazol-3-yl)-1-(tetrahydro-2H-pyran-4-yl)-1H-pyrazolo[3,4-d]pyrimidin-4-amine